hexamethylene-Bis-[N,N-dimethylammonium] bromide [Br-].C[NH+](C)CCCCCC[NH+](C)C.[Br-]